C1(CC1)C=1N(C(=C(N1)C=1C=C2CN(C(C2=CC1)=O)C1C(NC(CC1)=O)=O)C=1C=NC(=NC1)C1CC1)C 3-(5-(2-cyclopropyl-5-(2-cyclopropylpyrimidin-5-yl)-1-methyl-1H-imidazol-4-yl)-1-oxoisoindolin-2-yl)piperidine-2,6-dione